FC1=CC=C(C=C1)C1=CC(=C(C=C1)NCCS(=O)(=O)NC)C1=NN(C=C1)C 2-((4'-fluoro-3-(1-methyl-1H-pyrazol-3-yl)-[1,1'-biphenyl]-4-yl)amino)-N-methylethane-1-sulfonamide